ClC1=C(C=CC=C1NC(=O)C=1N(C2=C(CN(CC2)C)N1)C)C1=C(C(=CC=C1)C=1SC2=C(N1)CN(C2)C(CN(C)C)=O)C N-(2-Chloro-3'-(5-(2-(dimethylamino)acetyl)-5,6-dihydro-4H-pyrrolo[3,4-d]thiazol-2-yl)-2'-methylbiphenyl-3-yl)-1,5-dimethyl-4,5,6,7-tetrahydro-1H-imidazo[4,5-c]pyridin-2-carboxamid